(3-cyano-4-{[(3S,3aR,6S,6aR)-6-ethoxyhexahydrofuro[3,2-b]furan-3-yl]oxy}phenyl)-4-methylthiazole-5-carboxylic acid C(#N)C=1C=C(C=CC1O[C@@H]1[C@@H]2[C@H](OC1)[C@H](CO2)OCC)C=2SC(=C(N2)C)C(=O)O